7-fluoro-3-(methoxymethoxy)-8-{[tri(propan-2-yl)silyl]ethynyl}naphthalen FC1=CC=C2C=C(C=CC2=C1C#C[Si](C(C)C)(C(C)C)C(C)C)OCOC